4-[2-Chloro-3-[(7S)-2,7-dimethyl-3-[6-(trifluoromethyl)pyrazin-2-yl]-5,7-dihydro-4H-pyrazolo[3,4-c]pyridine-6-carbonyl]-5-fluoro-phenyl]-1H-pyrrole-2-carbonitrile ClC1=C(C=C(C=C1C(=O)N1[C@H](C=2C(CC1)=C(N(N2)C)C2=NC(=CN=C2)C(F)(F)F)C)F)C=2C=C(NC2)C#N